1,4-bis-(t-butylperoxyisopropyl)benzene C(C)(C)(C)OOC(C)(C)C1=CC=C(C=C1)C(C)(C)OOC(C)(C)C